1-(3-fluoro-4-(4-(2-hydroxybenzoyl)piperazin-1-yl)phenyl)butan-1-one FC=1C=C(C=CC1N1CCN(CC1)C(C1=C(C=CC=C1)O)=O)C(CCC)=O